BrC=1C=C(CC2=NNC(C3=CC=CC=C23)=O)C=C(C1)F 4-(3-bromo-5-fluorobenzyl)phthalazin-1(2H)-one